4-((2,5-Dimethyl-1H-benzo[d]imidazol-4-yl)amino)-N-(4-(4-methylpiperazin-1-yl)phenyl)-2-oxo-1,2-dihydropyridine-3-carboxamide CC1=NC2=C(N1)C=CC(=C2NC2=C(C(NC=C2)=O)C(=O)NC2=CC=C(C=C2)N2CCN(CC2)C)C